[Li].[Fe] Iron Lithium